4-(4-(6-bromo-4-chloro-1H-benzo[d]imidazol-2-yl)phenoxy)phthalonitrile BrC=1C=C(C2=C(NC(=N2)C2=CC=C(OC=3C=C(C(C#N)=CC3)C#N)C=C2)C1)Cl